CC=1OC=CC1 2-Methylfuran